NCCS(=O)(=O)OC(=O)C=C ACROYL TAURATE